4-[3-iodo-5-(4-pyrazin-2-ylcyclohexoxy)-1,6-naphthyridin-7-yl]morpholine IC=1C=NC2=CC(=NC(=C2C1)OC1CCC(CC1)C1=NC=CN=C1)N1CCOCC1